(23S,25R)-spirost-5-ene C[C@H]1[C@H]2[C@H](C[C@H]3[C@@H]4CC=C5CCCC[C@]5(C)[C@H]4CC[C@]23C)O[C@]12CC[C@@H](C)CO2